4-cyclopropyl-6-methoxy-5-(4-methylsulfonylpyrimidin-2-yl)pyrimidine C1(CC1)C1=NC=NC(=C1C1=NC=CC(=N1)S(=O)(=O)C)OC